C(C)(C)(C)OC(=O)NC=1SC2=C(N1)C(=CC=C2F)B(O)O [2-(tert-butoxycarbonylamino)-7-fluoro-1,3-benzothiazol-4-yl]boronic acid